perfluoroundecanesulfonate FC(C(C(C(C(C(C(C(C(C(C(F)(F)F)(F)F)(F)F)(F)F)(F)F)(F)F)(F)F)(F)F)(F)F)(F)F)(S(=O)(=O)[O-])F